C(C1=CC=CC=C1)OC1=NC(=NC(=C1C(=C)C)C)[C@@H]1O[C@]([C@H]([C@H]1C1=C(C(=C(C=C1)F)F)OC)C)(C(F)(F)F)C 4-(benzyloxy)-2-((2R,3S,4S,5R)-3-(3,4-difluoro-2-methoxyphenyl)-4,5-dimethyl-5-(trifluoromethyl)tetrahydrofuran-2-yl)-6-methyl-5-(prop-1-en-2-yl)pyrimidine